2'-O-ribosyl-guanosine phosphate P(=O)(O)(O)OC[C@@H]1[C@H]([C@H]([C@@H](O1)N1C=NC=2C(=O)NC(N)=NC12)OC1[C@H](O)[C@H](O)[C@H](O1)CO)O